FC1=C(C=C(C=C1)N1C(=C(C2=C(C=CC=C12)O)C1=CC=C(C(=O)O)C=C1)C1(CS(C1)(=O)=O)C)C 4-[1-(4-fluoro-3-methyl-phenyl)-4-hydroxy-2-(3-methyl-1,1-dioxo-thietan-3-yl)indol-3-yl]benzoic acid